[Fe](=[Se])(=[Se])(=[Se])=[Se] iron tetra-selenide